C(\C=C/CCCCCCCCCCCCCCC)(C(=O)O)C(=O)O cis-2-octadecene-1,1-dicarboxylic acid